C(#N)[B-](C#N)(C#N)C#N.C(#N)[B-](C#N)(C#N)C#N.[Co+2].N1=C(C=CC=C1)C1=NC=CC=C1 (2,2'-bipyridine) cobalt (II) bis(tetracyanoborate)